N-(5-bromo-4,6-dimethoxy-pyrimidin-2-yl)-6-chloro-1H-pyrrolo[2,3-b]pyridine BrC=1C(=NC(=NC1OC)N1C=CC=2C1=NC(=CC2)Cl)OC